C(C)N1C(N(C(C(=C1)C(=O)NC1=CC=C(C=C1)OC1=CC(=NC=2N1N=CC2)C)=O)C2=CC=C(C=C2)F)=O 1-ethyl-3-(4-fluorophenyl)-N-(4-((5-methylpyrazolo[1,5-a]pyrimidine-7-yl)oxy)phenyl)-2,4-dioxo-1,2,3,4-tetrahydropyrimidine-5-carboxamide